FC(C(=O)O)(F)F.ClC=1C(N(C(=CC1OCC1=C(C=C(C=C1)F)F)C)CC=1C(=NC(=NC1)C)NC(CO)=O)=O N-(5-{[3-chloro-4-[(2,4-difluorobenzyl)oxy]-6-methyl-2-oxopyridin-1(2H)-yl]methyl}-2-methylpyrimidin-4-yl)-2-hydroxyacetamide trifluoroacetate